FC=1C=C2C(=CNC2=CC1F)NS(=O)(=O)C1=CC=C(C=C1)C(C)C N-(5,6-difluoro-1H-indol-3-yl)-4-isopropylbenzene-sulfonamide